CO[Si]1(N(CCC1)CCCCCC[Si](OC)(C)C)OC 2,2-dimethoxy-N-(dimethylmethoxysilylhexyl)-1-aza-2-silacyclopentane